OCCOC1=NN2C(C=CC=C2)=C1N 2-hydroxyethoxy-3-amino-pyrazolo[1,5-a]pyridine